2-[({5-[3-chloro-4-(3-methylsulfonylpropoxy)phenyl]-1,3-oxazol-2-yl}methyl)sulfanyl]-6-(trifluoromethyl)pyrimidin-4-amine ClC=1C=C(C=CC1OCCCS(=O)(=O)C)C1=CN=C(O1)CSC1=NC(=CC(=N1)N)C(F)(F)F